(2S,3S,4R,5R,6R)-2-(3-(allyloxy)-5-benzyl-4-chlorophenyl)-3,4,5-tris(benzyloxy)-6-((benzyloxy)methyl)tetrahydro-2H-pyran C(C=C)OC=1C=C(C=C(C1Cl)CC1=CC=CC=C1)[C@@H]1O[C@@H]([C@H]([C@@H]([C@H]1OCC1=CC=CC=C1)OCC1=CC=CC=C1)OCC1=CC=CC=C1)COCC1=CC=CC=C1